C(#N)C=1C=C(C=CC1OC(C)C)C1=NC(=NO1)C1=C2CC[C@@H](C2=CC=C1)N([S@@](=O)C(C)(C)C)CCO (S)-N-[(1S)-4-{5-[3-cyano-4-(propan-2-yloxy)phenyl]-1,2,4-oxadiazol-3-yl}-2,3-dihydro-1H-inden-1-yl]-N-(2-hydroxyethyl)-2-methylpropan-2-sulfinamide